butyl-imidazole chloride salt [Cl-].C(CCC)C=1NC=CN1